3-tert-butyldimethylsilyloxy-estra-1,3,5(10)-triene-17-one [Si](C)(C)(C(C)(C)C)OC1=CC=2CC[C@H]3[C@@H]4CCC([C@@]4(C)CC[C@@H]3C2C=C1)=O